ClC1=C(C(C=2C=CC(=NC2C1=O)C)=O)NC1=CC(=C(C=C1)N1CCN(CC1)C)C(F)(F)F 7-Chloro-2-methyl-6-((4-(4-methylpiperazin-1-yl)-3-(trifluoromethyl)phenyl)amino)chinolin-5,8-dion